Isoindole-3,7-dione C=1NC(C2=CC=CC(C12)=O)=O